N1=NC(=CC=C1)/C=C(/O)\C=1N=CN(C1)C(C1=CC=CC=C1)(C1=CC=CC=C1)C1=CC=CC=C1 (E)-2-(pyridazin-3-yl)-1-(1-trityl-1H-imidazol-4-yl)ethen-1-ol